COP(OC)(=O)\C=C(\C1=CC=CC=C1)/NC(C1=CC=CC=C1)=O (Z)-(2-benzamido-2-phenylvinyl)phosphonic acid dimethyl ester